2-(6-{5-chloro-2-[(oxan-4-yl)amino]pyrimidin-4-yl}-1-oxo-2,3-dihydro-1H-isoindol-2-yl)-N-(1,2,3,4-tetrahydronaphthalen-2-yl)acetamide ClC=1C(=NC(=NC1)NC1CCOCC1)C1=CC=C2CN(C(C2=C1)=O)CC(=O)NC1CC2=CC=CC=C2CC1